ClC1=CC(=C(C=C1)CN1CCN(CC1)C=1C2=C(N(C(C1C#N)=O)C)SC(=N2)C)O 7-{4-[(4-chloro-2-hydroxyphenyl)methyl]piperazin-1-yl}-2,4-dimethyl-5-oxo-4H,5H-[1,3]thiazolo[5,4-b]pyridine-6-carbonitrile